C(C=C)(=O)OCCC(=O)OC(C)(C)C 3-(tert-butoxy)-3-oxopropyl acrylate